ClC1=NC(=NC(=N1)Cl)N(C1=CC=CC=C1)C 4,6-dichloro-N-methyl-N-phenyl-1,3,5-triazin-2-amine